di-sodium L-tartrate C(=O)([O-])[C@H](O)[C@@H](O)C(=O)[O-].[Na+].[Na+]